C1(=CC=CC=C1)P(C1=C(C2=CC=CC=C2C=C1)C1=C(C=CC2=CC=CC=C12)P(C1=CC=CC=C1)C1=CC=CC=C1)C1=CC=CC=C1 2,2'-bis-(diphenylphosphino)1,1'-binaphthalene